C(C1=CC=CC=C1)N1CC=2C(N(C=3N=CC=CC3C2CC1)CC=1C(=NOC1C)C)=O 3-benzyl-6-((3,5-dimethylisoxazol-4-yl)methyl)-2,3,4,6-tetrahydropyrido[3,4-c][1,8]naphthyridin-5(1H)-one